CNC1CN2CCC1CC2 N-methyl-quinuclidin-3-amine